N1(C=NC=C1)C=1N=C(C2=C(N1)C=NN2)C(=O)NC2CCC(CC2)OCCOC 5-(1H-Imidazol-1-yl)-N-((1r-4r)-4-(2-methoxyethoxy)cyclohexyl)-1H-pyrazolo[4,3-d]pyrimidine-7-carboxamide